rel-3-[(3-chloro-2-methoxyphenyl)amino]-2-(3-{[(1R)-2-(prop-2-enoyl)-2-azaspiro[3.3]heptan-1-yl]methoxy}pyridin-4-yl)-1H,5H,6H,7H-pyrrolo[3,2-c]pyridin-4-one ClC=1C(=C(C=CC1)NC1=C(NC2=C1C(NCC2)=O)C2=C(C=NC=C2)OC[C@@H]2N(CC21CCC1)C(C=C)=O)OC |o1:26|